C1(=CC=C(C=C1)C=CC1=C(C=CC=C1)S(=O)(=O)O)C1=CC=C(C=C1)C=CC1=C(C=CC=C1)S(=O)(=O)O.[Na].[Na] disodium 2,2'-([1,1'-biphenyl]-4,4'-diylbis-2,1-ethenediyl)bisbenzenesulfonic acid